(2S,3S,4S,5R,6R)-6-((18-(tert-butoxy)-18-oxooctadecyl)oxy)-3,4,5-trihydroxytetrahydro-2H-pyran-2-carboxylic acid C(C)(C)(C)OC(CCCCCCCCCCCCCCCCCO[C@H]1[C@@H]([C@H]([C@@H]([C@H](O1)C(=O)O)O)O)O)=O